O=C1N=CC=N1 2-ketoimidazole